N-(3-bromophenyl)-2-oxocyclopentane-1-carboxamide BrC=1C=C(C=CC1)NC(=O)C1C(CCC1)=O